COC(=O)N1C[C@H]([C@@H](CC1)C)C1=CC(=NC=2N1N=C(C2)[C@@H]2CC[C@H](CC2)C(F)(F)F)C (3S,4R)-4-methyl-3-{5-methyl-2-[trans-4-(trifluoromethyl)cyclohexyl]pyrazolo[1,5-a]pyrimidin-7-yl}piperidine-1-carboxylic acid methyl ester